[4-(5-tert-butyl-1,2,4-oxadiazol-3-yl)phenyl]-[6-(3-ethyl-1,2,4-triazol-1-yl)-2-azaspiro[3.3]heptane-2-yl]methanone C(C)(C)(C)C1=NC(=NO1)C1=CC=C(C=C1)C(=O)N1CC2(C1)CC(C2)N2N=C(N=C2)CC